ClC=1C(=NC=CC1)C(=O)NC1=CC2=CN(N=C2C=C1C(C)(C)O)C1CCC(CC1)C=O 3-Chloro-N-[2-(4-formylcyclohexyl)-6-(1-hydroxy-1-methyl-ethyl)indazol-5-yl]pyridine-2-carboxamide